phenyl-methyl-sulphonyl fluoride C1(=CC=CC=C1)CS(=O)(=O)F